FC1=C(C=CC(=C1)F)S(=O)(=O)NC=1C=C(C=NC1OC)C=1C=C2C(=NC=NC2=CC1)N1[C@H](CNCC1)C (S)-4-(6-(5-((2,4-difluorophenyl)sulfonamido)-6-methoxypyridin-3-yl)quinazolin-4-yl)-3-Methylpiperazine